(2R,11R,11aR)-7-fluoro-2-hydroxy-6-isopropoxy-8,11-dimethyl-2,3,11,11a-tetrahydro-1H,5H-benzo[f]pyrrolo[2,1-c][1,4]oxazepine-5-one FC=1C(=CC2=C(C(N3[C@@H]([C@H](O2)C)C[C@H](C3)O)=O)C1OC(C)C)C